The molecule is a galloyl-beta-D-glucose compound having the galloyl groups in the 1-, 2- and 6-positions. It is a gallate ester and a galloyl beta-D-glucose. It derives from a gallic acid and a beta-D-glucose. C1=C(C=C(C(=C1O)O)O)C(=O)OC[C@@H]2[C@H]([C@@H]([C@H]([C@@H](O2)OC(=O)C3=CC(=C(C(=C3)O)O)O)OC(=O)C4=CC(=C(C(=C4)O)O)O)O)O